C(C)(=O)O.COCC(=O)O methoxyacetic acid acetate